ClC1=NC(=C(C(=N1)NCC1=CC=C(C=C1)C=1N(C=C(N1)Cl)C)NC)Cl 2,6-dichloro-N4-(4-(4-chloro-1-methyl-1H-imidazol-2-yl)benzyl)-N5-methylpyrimidine-4,5-diamine